N-((1-(3,4-dichlorophenyl)cyclopropyl)methyl)-4-(4-(trifluoromethyl)phenoxy)benzenesulfonamide ClC=1C=C(C=CC1Cl)C1(CC1)CNS(=O)(=O)C1=CC=C(C=C1)OC1=CC=C(C=C1)C(F)(F)F